N-((1r,4r)-4-(3-chloro-4-cyanophenoxy)cyclohexyl)-6-(4-((4-(6-(2-((2,6-dioxopiperidin-3-yl)amino)-2-oxoethyl)pyridin-2-yl)piperazin-1-yl)methyl)piperidin-1-yl)pyridazine-3-carboxamide ClC=1C=C(OC2CCC(CC2)NC(=O)C=2N=NC(=CC2)N2CCC(CC2)CN2CCN(CC2)C2=NC(=CC=C2)CC(=O)NC2C(NC(CC2)=O)=O)C=CC1C#N